dimethylaminopropyl-acrylamide acrylate C(C=C)(=O)O.CN(C)CCCC(C(=O)N)=C